COCC1=NC=CC=N1 (methoxymethyl)pyrimidin